(S)-5-(((tert-butylsulfinyl)amino)methyl)-N-hydroxy-2-(trifluoromethyl)thiophene-3-carboxamidine C(C)(C)(C)[S@](=O)NCC1=CC(=C(S1)C(F)(F)F)C(=N)NO